cyclopropyl-{[(4,5-dichloro-3-methyl-2-thienyl)carbonyl]amino}acetic acid methyl ester COC(C(NC(=O)C=1SC(=C(C1C)Cl)Cl)C1CC1)=O